C(C)(C)(C)OC(=O)N1C[C@H]([C@@H](C1)O)N (trans)-3-amino-4-hydroxy-pyrrolidine-1-carboxylic acid tert-butyl ester